3-(3-{[dimethyl-(vinyl)-silyl]-oxy}-1,1,5,5-tetramethyl-1,5-divinyl-3-trisiloxanyl)-propyl methacrylate C(C(=C)C)(=O)OCCC[Si](O[Si](C=C)(C)C)(O[Si](C=C)(C)C)O[Si](C=C)(C)C